Tert-butyl [(2S)-1-({[(4S)-4-ethyl-4-hydroxy-3,14-dioxo-3,4,12,14-tetrahydro-1H-pyrano[3',4':6,7]indolizino[1,2-b]quinolin-11-yl]methyl}amino)-3-methyl-1-oxobutan-2-yl]carbamate C(C)[C@]1(C(OCC=2C(N3CC=4C(=NC=5C=CC=CC5C4CNC([C@H](C(C)C)NC(OC(C)(C)C)=O)=O)C3=CC21)=O)=O)O